10-Ethoxy-10-phenyl-10H-dibenzo[b,E]pyran C(C)OC1(C2=C(OC3=C1C=CC=C3)C=CC=C2)C2=CC=CC=C2